tert-butyl-rel-(6S,7R)-2-oxo-7-[(piperidin-4-yloxy)methyl]-4-oxa-1,8-diazaspiro[5.5]undecane-8-carboxylate C(C)(C)(C)OC(=O)N1[C@H]([C@]2(COCC(N2)=O)CCC1)COC1CCNCC1 |o1:8,9|